6-phenyl-1,3,5-triazin C1(=CC=CC=C1)C1=NC=NC=N1